4-(3,6-dihydro-2H-pyran-4-yl)-N-methylaniline O1CCC(=CC1)C1=CC=C(NC)C=C1